CSC1=NC=C(C(=N1)N1CC(NCC12CCCCC2)=O)C=O (methylthio)-4-(3-oxo-1,4-diazaspiro[5.5]undecane-1-yl)pyrimidine-5-formaldehyde